[6-(3-amino-1H-indazol-6-yl)-2-methoxy-3-pyridinyl]-5-methyl-3-phenyl-isoxazole-4-carboxamide NC1=NNC2=CC(=CC=C12)C1=CC=C(C(=N1)OC)NC(=O)C=1C(=NOC1C)C1=CC=CC=C1